(S)-4-methyl-N-((2-(6-(8-(methylamino)-5-azaspiro[2.5]octan-5-yl)pyridin-2-yl)-1,6-naphthyridin-7-yl)methyl)-3-(methylsulfonyl)benzamide CC1=C(C=C(C(=O)NCC2=NC=C3C=CC(=NC3=C2)C2=NC(=CC=C2)N2CC3(CC3)[C@H](CC2)NC)C=C1)S(=O)(=O)C